FC1=C2C[C@@H](N(C2=CC=C1)CC=1C=C(C=C2C(C=C(OC12)N1CCOCC1)=O)C(=O)N(C)C)C (S)-8-((4-fluoro-2-methylindolin-1-yl)methyl)-N,N-dimethyl-2-morpholino-4-oxo-4H-chromen-6-carboxamide